[3,4-Difluoro-2-[(2-fluoro-4-iodophenyl)amino]phenyl][3-hydroxy-3-[(2S)-2-piperidinyl]-1-azetidinyl]methanon FC=1C(=C(C=CC1F)C(=O)N1CC(C1)([C@H]1NCCCC1)O)NC1=C(C=C(C=C1)I)F